[Cl-].C(C=C)[N+](CC=C)(CC=C)CC=C Tetraallylammonium chlorid